1-((2-(trimethylsilyl)ethoxy)methyl)-1H-benzo[d][1,2,3]triazol-6-amine C[Si](CCOCN1N=NC2=C1C=C(C=C2)N)(C)C